6-fluoro-4-methoxy-N-(2-oxaspiro[3.5]nonan-7-yl)-5-(1-(2,2,2-trifluoroethyl)-1H-benzo[d][1,2,3]triazol-6-yl)pyrrolo[2,1-f][1,2,4]triazin-2-amine FC=1C(=C2C(=NC(=NN2C1)NC1CCC2(COC2)CC1)OC)C=1C=CC2=C(N(N=N2)CC(F)(F)F)C1